4-(3-(trifluoromethyl)phenoxy)benzenesulfonyl chloride FC(C=1C=C(OC2=CC=C(C=C2)S(=O)(=O)Cl)C=CC1)(F)F